(7S)-5-[4-(difluoromethyl)phenyl]-3-(imidazo[1,2-a]pyridin-6-yl)-7-methyl-6,7-dihydropyrazolo[1,5-a]pyrazin-4(5H)-one FC(C1=CC=C(C=C1)N1C(C=2N([C@H](C1)C)N=CC2C=2C=CC=1N(C2)C=CN1)=O)F